5-amino-6-[(2-chloro-5-fluorophenyl)carbonyl]-2-methyl-3-[1-(triphenylmethyl)imidazol-4-yl]indazole-7-carbonitrile NC1=CC2=C(N(N=C2C(=C1C(=O)C1=C(C=CC(=C1)F)Cl)C#N)C)C=1N=CN(C1)C(C1=CC=CC=C1)(C1=CC=CC=C1)C1=CC=CC=C1